(S)-1-(2-(4-(5-(3-cyano-5-fluorophenyl)-4,5-dihydro-1H-pyrazole-1-carbonyl)piperazin-1-yl)-5-fluoropyrimidin-4-yl)-1H-pyrazole-3-carbonitrile C(#N)C=1C=C(C=C(C1)F)[C@@H]1CC=NN1C(=O)N1CCN(CC1)C1=NC=C(C(=N1)N1N=C(C=C1)C#N)F